2,4-dichlorobenzylcarbamate ClC1=C(CNC([O-])=O)C=CC(=C1)Cl